N-((2-(4-methoxypyridin-2-yl)thiazol-5-yl)methyl)-11-oxo-10,11-dihydrodibenzo[b,f][1,4]thiazepine-8-carboxamide 5,5-dioxide COC1=CC(=NC=C1)C=1SC(=CN1)CNC(=O)C1=CC2=C(S(C3=C(C(N2)=O)C=CC=C3)(=O)=O)C=C1